OCCN1C(=C(C=C1C)C(=O)O)C1=NC=CC=C1OC(F)(F)F 1-(2-hydroxyethyl)-5-methyl-2-(3-(trifluoromethoxy)pyridin-2-yl)-1H-pyrrole-3-carboxylic acid